AMINOADAMANTYL NITRATE [N+](=O)(OC12C(C3CC(CC(C1)C3)C2)N)[O-]